(S)-N-(1-(3-(2-bromopyridin-4-yl)isoxazol-5-yl)ethyl)-1-methyl-3-(trifluoromethyl)-1H-pyrazole-5-carboxamide BrC1=NC=CC(=C1)C1=NOC(=C1)[C@H](C)NC(=O)C1=CC(=NN1C)C(F)(F)F